FC1=C(NC=2C3=C(N=CN2)NC=C3C3CCN(CC3)C(C=C)=O)C=CC(=C1)OC1=CC(=NC=C1)N1CC(C1)(C(C)C)O 1-[4-[4-[2-fluoro-4-[[2-(3-hydroxy-3-isopropyl-azetidin-1-yl)-4-pyridyl]oxy]anilino]-7H-pyrrolo[2,3-d]pyrimidin-5-yl]-1-piperidyl]prop-2-en-1-one